CN(C)CC1=C(C=C(C=C1)NC(=O)C1=CSC=2CNCCC21)C(F)(F)F N-[4-[(dimethylamino)methyl]-3-(trifluoromethyl)phenyl]-4,5,6,7-tetrahydrothieno[2,3-c]pyridine-3-carboxamide